(2R)-2-[[(2S)-4-[5-[bis(2-chloroethyl)amino]-1-methyl-benzimidazol-2-yl]-2-(tert-butoxycarbonylamino)butanoyl]amino]-4-methyl-pentanoic acid ethyl ester C(C)OC([C@@H](CC(C)C)NC([C@H](CCC1=NC2=C(N1C)C=CC(=C2)N(CCCl)CCCl)NC(=O)OC(C)(C)C)=O)=O